COC1=C(CN2C(C(NC(C2)(C)C)(C)C)=O)C=CC(=C1)OC 1-(2,4-dimethoxybenzyl)-3,3,5,5-tetramethylpiperazin-2-one